NC1=C(C=C(C=N1)OC1=C(C(=O)O)C(=CC=C1)Cl)N1CCN(CC1)C(=O)OC(C)(C)C 2-[[6-amino-5-(4-(tert-butoxycarbonyl)piperazin-1-yl)pyridin-3-yl]oxy]-6-chlorobenzoic acid